C(C)(C)(C)OC(NC1CCC(CC1)C(=O)N1C2CN(C(C1)C2)CCC2=CC1=C(N(C(N1C)=O)C1C(NC(CC1)=O)=O)C=C2)=O.C(=O)(O)CSC2=C1NC=NC1=NC=N2 6-(carboxymethyl-mercapto)purine Tert-butyl-N-[4-[5-[2-[1-(2,6-dioxo-3-piperidyl)-3-methyl-2-oxo-benzimidazol-5-yl]ethyl]-2,5-diazabicyclo[2.2.1]heptane-2-carbonyl]cyclohexyl]carbamate